N-isopropyl-methacrylamide C(C)(C)NC(C(=C)C)=O